FC1(CC2(CC(C2)N2C(N([C@@H](C2)C#N)C2=CN=CC3=CC=CC=C23)=O)C1)F (S)-1-(6,6-difluorospiro[3.3]heptan-2-yl)-3-(isoquinolin-4-yl)-2-oxoimidazolidine-4-carbonitrile